F[C@H]1[C@@H]([C@H]2CN[C@@]1(CC2)C)OC2=CC=C(N=N2)C2=C(C=C(C=C2)N2N=NC=C2)O 2-(6-(((1R,4R,5R,6R)-6-fluoro-1-methyl-2-azabicyclo[2.2.2]octan-5-yl)oxy)pyridazin-3-yl)-5-(1H-1,2,3-triazol-1-yl)phenol